1-(4-fluoro-3-methyltetrahydrofuran-3-yl)-4-iodopiperidine FC1C(COC1)(C)N1CCC(CC1)I